FC1=CC=C(C=C1)[C@H](C(Cl)(Cl)Cl)O |r| racemic-1-(4-fluorophenyl)-2,2,2-trichloro-ethanol